OC(C)(C)C12CN(C(CC1)C2)C(=O)OC(C)(C)C tert-butyl 4-(1-hydroxy-1-methyl-ethyl)-2-azabicyclo[2.2.1]heptane-2-carboxylate